Cl.Cl.N[C@]1([C@@H](CC[C@H](C1)CCB(O)O)CNC(C)(C)C)C(=O)O |r| rac-(1R,2S,5R)-1-amino-5-(2-boronoethyl)-2-((tert-butylamino)methyl)cyclohexanecarboxylic acid dihydrochloride